(R)- or (S)-2-((1-(4-(trifluoromethyl)phenyl)-2,3,4,5-tetrahydro-1H-benzo[b]azepin-3-yl)amino)ethan-1-ol FC(C1=CC=C(C=C1)N1C2=C(CC[C@H](C1)NCCO)C=CC=C2)(F)F |o1:13|